anthracen-1-yl(oxo)arsine C1(=CC=CC2=CC3=CC=CC=C3C=C12)[As]=O